(5-tert-butyl-2-chlorophenyl)boronic acid C(C)(C)(C)C=1C=CC(=C(C1)B(O)O)Cl